[Na+].N[C@@H](CC1=CNC=N1)C(=O)[O-] histidine sodium salt